p-tolueneOne CC1=CCC(C=C1)=O